BrC=1C=C(C=CC1OCC1CCNCC1)C(C(S(=O)(=O)C1=CC=CC=C1)(F)F)N1CC2=CC=CC=C2C1 2-(1-(3-Bromo-4-(piperidin-4-ylmethoxy)phenyl)-2,2-difluoro-2-(phenyl-sulfonyl)ethyl)isoindoline